dipyrrolidine bis(trifluoromethylsulfonyl)imide salt [N-](S(=O)(=O)C(F)(F)F)S(=O)(=O)C(F)(F)F.N1CCCC1.N1CCCC1